The molecule is a 1-O-acyl-N-acylsphingosine in which the N- and O-acyl groups are specified as acetyl and palmitoyl (hexadecanoyl) respectively. It derives from a hexadecanoic acid and a N-acetylsphingosine. CCCCCCCCCCCCCCCC(=O)OC[C@@H]([C@@H](/C=C/CCCCCCCCCCCCC)O)NC(=O)C